trans-1-(6-((2-ethoxyphenyl)amino)pyrimidin-4-yl)-4-(3,4-dihydroisoquinolin-2(1H)-yl)piperidine C(C)OC1=C(C=CC=C1)NC1=CC(=NC=N1)N1CCC(CC1)N1CC2=CC=CC=C2CC1